C1N(CCC2=CC=CC=C12)C[C@@H]([C@H](CNC(=O)C=1N=C2N(C=C(C=C2)C2=NOC(=N2)C)C1)O)O N-((2S,3S)-4-(3,4-dihydroisoquinolin-2(1H)-yl)-2,3-dihydroxybutyl)-6-(5-methyl-1,2,4-oxadiazol-3-yl)imidazo[1,2-a]pyridine-2-carboxamide